C(C=C)F allylmonofluoride